2-methyl-3-(naphthalen-2-yl)-5-phenyl-1H-pyrrole CC=1NC(=CC1C1=CC2=CC=CC=C2C=C1)C1=CC=CC=C1